CC1(OCCN(C1)C1=CC=CC=2N(C=NC21)C(=O)NCCC(C)C)C 4-(2,2-Dimethylmorpholino)-N-isopentyl-1H-benzo[d]imidazole-1-carboxamide